FC(N1N=C(C(=C1)F)S(=O)(N)=NC(NC1=C2C(=NC3=C1CCC3)CCC2)=O)F 1-(Difluoromethyl)-4-fluoro-N'-((1,2,3,5,6,7-hexahydrodicyclopenta[b,e]pyridin-8-yl)carbamoyl)-1H-pyrazole-3-sulfonimidamide